O=C(CNC(=O)C1=CC=C(C2=CC=CC=C12)C1=NO[C@](C1)(C(F)(F)F)C1=C(C(=CC(=C1)C(F)(F)F)Cl)F)NCC(F)(F)F |o1:19| N-[2-oxo-2-(2,2,2-trifluoroethylamino)ethyl]-4-[(5S or R)-5-[3-chloro-2-fluoro-5-(trifluoromethyl)phenyl]-5-(trifluoromethyl)-4H-isoxazol-3-yl]naphthalene-1-carboxamide